(9-Phenyl-9H-carbazole-3,6-diyl)bisboronic acid C1(=CC=CC=C1)N1C2=CC=C(C=C2C=2C=C(C=CC12)B(O)O)B(O)O